3-(3-amino-1-methyl-1H-pyrazol-4-yl)-4-chlorobenzoic acid ethyl ester C(C)OC(C1=CC(=C(C=C1)Cl)C=1C(=NN(C1)C)N)=O